FC1(CC(C1)N1C(=NC2=NC=C(C=C21)C=2C=CN1N=C(N=CC12)NC1CC(C1)N(C)C)C)F N1-(5-(1-(3,3-difluorocyclobutyl)-2-methyl-1H-imidazo[4,5-b]pyridin-6-yl)pyrrolo[2,1-f][1,2,4]triazin-2-yl)-N3,N3-dimethylcyclobutane-1,3-diamine